lysine dodecanedicarboxylate salt C(CCCCCCCCCCC)(C(=O)O)C(=O)O.N[C@@H](CCCCN)C(=O)O